spiro[3.3]heptan-2-ylmethyl ((3R)-1-(4-(2,6-dioxopiperidin-3-yl)-3,5-difluorophenyl)pyrrolidin-3-yl)carbamate O=C1NC(CCC1C1=C(C=C(C=C1F)N1C[C@@H](CC1)NC(OCC1CC2(C1)CCC2)=O)F)=O